C(C1=CC=CC=C1)OC(=O)N1[C@H](CN([C@@H](C1)C)C(C1=CC=C(C=C1)F)C1=CC=C(C=C1)F)CO.C1(CC1)C1=NC=CC(=C1)C1=NOC(=C1)[C@H](C)NC(C1=CC=CC=C1)=O (S)-N-(1-(3-(2-cyclopropylpyridin-4-yl)isoxazol-5-yl)ethyl)benzamide benzyl-(2R,5R)-4-(bis(4-fluorophenyl)methyl)-2-(hydroxymethyl)-5-methylpiperazine-1-carboxylate